CC1=NC2=CC(=CC=C2C(=C1)C1=C(C=CC=C1)C)O[C@@H](C(=O)N1C[C@H](CCC1)C(=O)OC(C)(C)C)C tert-butyl (3S)-1-[(2R)-2-[[2-methyl-4-(o-tolyl)-7-quinolyl]oxy]propanoyl]piperidine-3-carboxylate